r-β-aminopropyl-triethoxysilane N[C@@H](C[Si](OCC)(OCC)OCC)C